4-[(tert-butoxycarbonylamino)methyl]-2-(1-methyltetrazol-5-yl)sulfanyl-5-nitro-benzoic acid C(C)(C)(C)OC(=O)NCC1=CC(=C(C(=O)O)C=C1[N+](=O)[O-])SC1=NN=NN1C